(5S)-8,9-dichloro-7-(2-fluoro-5-hydroxyphenyl)-5-methyl-5H-pyrimido[1,2-a][1,4]benzodiazepine-3-One ClC1=C(C=CC2=C1C(=N[C@H](C=1N2C=CC(N1)=O)C)C1=C(C=CC(=C1)O)F)Cl